(2S,4R)-1-((S)-3,3-dimethyl-2-(2-(1-(nitromethyl)cyclobutyl)acetamido)butanoyl)-4-hydroxy-N-((S)-1-(4-(4-methylthiazol-5-yl)phenyl)ethyl)pyrrolidine-2-carboxamide CC([C@@H](C(=O)N1[C@@H](C[C@H](C1)O)C(=O)N[C@@H](C)C1=CC=C(C=C1)C1=C(N=CS1)C)NC(CC1(CCC1)C[N+](=O)[O-])=O)(C)C